C(CCCCC)[Si](C=1C=C(C(=C(C1)O)C1CCCCCC1)OC)(C)C 5-(hexyldimethylsilyl)-2-cycloheptyl-3-methoxyphenol